6-bromo-4-fluoro-2-isopropoxy-1-isopropyl-1H-benzo[d]imidazole BrC=1C=C(C2=C(N(C(=N2)OC(C)C)C(C)C)C1)F